butylenebisoleic acid amide C(CCCCCCCCCCC\C=C/CCCCCCCC(=O)N)CCCCCCCC\C=C/CCCCCCCC(=O)N